P(OC(CCC)CC)(OC(CCC)CC)OC(CCC)CC tri(1-ethylbutyl) phosphite